3-aminopropyl-acrylamide NCCCC(C(=O)N)=C